BrC=1C=C2C(=NNC(C2=CC1)=O)CC1=CC(=C(C=C1)F)C(=O)N1CC=2N(CC1)C(=NN2)C(F)(F)F 6-bromo-4-[[4-fluoro-3-[3-(trifluoromethyl)-6,8-dihydro-5H-[1,2,4]triazolo[4,3-a]pyrazine-7-carbonyl]phenyl]methyl]-2H-phthalazin-1-one